[4-[[4-(3-aminophenyl)piperazin-1-yl]methyl]cyclohexyl]carbamate NC=1C=C(C=CC1)N1CCN(CC1)CC1CCC(CC1)NC([O-])=O